N-((4,6-dimethyl-2-carbonyl-1,2-dihydropyridin-3-yl)methyl)-5-(1,1'-dimethyl-2-carbonyl-spiro[indoline-3,4'-piperidin]-6-yl)-3-(ethyl-(tetrahydro-2H-pyran-4-yl)amino)-2-methylbenzamide CC1=C(C(NC(=C1)C)=C=O)CNC(C1=C(C(=CC(=C1)C1=CC=C2C(=C1)N(C(C21CCN(CC1)C)=C=O)C)N(C1CCOCC1)CC)C)=O